O=C1NC(CCC1N1CC2=CC=C(C=C2C1=O)B(O)O)=O (2-(2,6-dioxopiperidin-3-yl)-3-oxoisoindolin-5-yl)boronic acid